(5S)-4-(2,5-dichloropyrimidin-4-yl)-2,2,5-trimethylmorpholine ClC1=NC=C(C(=N1)N1CC(OC[C@@H]1C)(C)C)Cl